BrC=1C=CC(=C(C1)C(C)=O)O 1-(5-bromo-2-hydroxyphenyl)ethane-1-one